ClCC[C@@H](OC1=C(C#N)C=CC(=N1)C(F)(F)F)C1=CC=CC=C1 (R)-2-(3-chloro-1-phenylpropoxy)-6-(trifluoromethyl)nicotinonitrile